N(N)C(OCC1CCC(CC1)OC(F)F)=S O-(((1r,4r)-4-(difluoromethoxy) cyclohexyl) methyl) hydrazinethiocarboxylate